ClCC(=O)N1C(CN(CC1)C1=NC(=NC(=N1)NC(C)C1=C(C=CC=C1)Cl)NC)C(=O)O 1-(2-Chloroacetyl)-4-(4-((1-(2-chlorophenyl)ethyl)amino)-6-(methylamino)-1,3,5-triazin-2-yl)piperazine-2-carboxylic acid